perfluoro (3,6-dioxaoctanoyl) peroxide C(COCCOCC)(=O)OOF